2-oxo-6-(trifluoromethyl)-N-(5-vinyl-1,2,3,4-tetrahydronaphthalen-1-yl)-1,2-dihydropyridine-3-carboxamide O=C1NC(=CC=C1C(=O)NC1CCCC2=C(C=CC=C12)C=C)C(F)(F)F